14-(2-chloro-4-{2-[5-(3,5-dimethyl-1,2-oxazol-4-yl)-1-[(2S)-2-(morpholin-4-yl)propyl]-1,3-benzodiazol-2-yl]ethyl}phenoxy)-3,6,9,12-tetraoxatetradecan-1-amine ClC1=C(OCCOCCOCCOCCOCCN)C=CC(=C1)CCC1=NC2=C(N1C[C@H](C)N1CCOCC1)C=CC(=C2)C=2C(=NOC2C)C